(E)-4-(2-(3,3-dimethyl-3H-indol-2-yl)ethenyl)-2,3-dihydro-1H-xanthen-6-ol CC1(C(=NC2=CC=CC=C12)/C=C/C=1CCCC2=CC3=CC=C(C=C3OC12)O)C